C(C)(=O)N1[C@H]([C@@H]([C@H](C2=CC(=CC=C12)C(=O)N)NC1=CC=C(C=C1)OC)C)C1CC1 (2S,3R,4R)-1-acetyl-2-cyclopropyl-4-((4-methoxyphenyl)amino)-3-methyl-1,2,3,4-tetrahydroquinoline-6-carboxamide